3-(2-(4-(benzhydryloxy)phenyl)acetamido)-propionic acid C(C1=CC=CC=C1)(C1=CC=CC=C1)OC1=CC=C(C=C1)CC(=O)NCCC(=O)O